1-(3-aminophenyl)-3-methylimidazolidin-2-one NC=1C=C(C=CC1)N1C(N(CC1)C)=O